C(#C)C1=C2C(=CC(=CC2=CC=C1F)O)C1=C(C=2N=C(N=C(C2C(=N1)OC(C)C)N1CCOCCC1)OC[C@]12CCCN2C[C@@H](C1)F)F 5-ethynyl-6-fluoro-4-(8-fluoro-2-(((2R,7aS)-2-fluorotetrahydro-1H-pyrrolizin-7a(5H)-yl)methoxy)-5-isopropoxy-4-(1,4-oxazepan-4-yl)pyrido[4,3-d]pyrimidin-7-yl)naphthalen-2-ol